C(C)(=O)O[C@H]1[C@H](O[C@H]([C@@H]([C@H]1N1N=CC(=C1)C1=CC(=C(C(=C1)F)F)F)OC(C)=O)SC1=CC=CC=C1)COC(C)=O (2R,3R,4S,5R,6S)-2-(acetoxymethyl)-6-(phenylthio)-4-(4-(3,4,5-trifluorophenyl)-1H-pyrazol-1-yl)tetrahydro-2H-pyran-3,5-diyl diacetate